C(C)(C)(C)C1=C(O[Mg]OC2=C(C=C(C=C2C(C)(C)C)CN(C)C)C(C)(C)C)C(=CC(=C1)CN(C)C)C(C)(C)C bis[2,6-di-tert-butyl-4-(dimethylaminomethyl)phenoxy]-magnesium